tert-butyl (2r,4r)-2-(((2S)-1-(((2-amino-4,5,6,7-tetrahydrobenzo[d]thiazol-6-yl) methyl) amino)-1-oxopropan-2-yl) carbamoyl)-4-phenylpyrrolidine-1-carboxylate NC=1SC2=C(N1)CCC(C2)CNC([C@H](C)NC(=O)[C@@H]2N(C[C@H](C2)C2=CC=CC=C2)C(=O)OC(C)(C)C)=O